2,3,4-trichlorobutanol ClC(CO)C(CCl)Cl